CC1(OCC[C@@H](C1)C=1C=C2C=C(N(C2=CC1)[C@@]1([C@H](C1)C#C)C1=NOC(N1)=O)C(=O)N(C1=CC=CC=C1)C)C 5-((S)-2,2-dimethyltetrahydro-2H-pyran-4-yl)-1-((1S,2R)-2-ethynyl-1-(5-oxo-4,5-dihydro-1,2,4-oxadiazol-3-yl)cyclopropyl)-N-methyl-N-phenyl-1H-indole-2-carboxamide